[Ru+2].CC1=C(C(=CC(=C1)C)C)N1C(N(CC1)C1=C(C=C(C=C1C)C)C)=CP(C1=C(C(=CC=C1)Cl)Cl)C1C(=CC2=CC=CC=C12)C1=CC=CC=C1 [1,3-bis-(2,4,6-trimethylphenyl)-2-imidazolidinylidene]dichloro(phenylindenyl)(methylphenylphosphine) ruthenium (II)